5-(3-Fluoro-8-((1S,2R)-2-isopropylcyclopropyl)imidazo[1,2-b]pyridazin-6-yl)pyrimidine-2,4(1H,3H)-dione FC1=CN=C2N1N=C(C=C2[C@@H]2[C@H](C2)C(C)C)C=2C(NC(NC2)=O)=O